C1(CC1)COC1=C(C=CC(=C1)F)N1C=C(C=2C1=CN=CC2)C2CCN(CC2)CC2=CC=C(C=C2)F 1-(2-(cyclopropylmethoxy)-4-fluorophenyl)-3-(1-(4-fluorobenzyl)piperidin-4-yl)-1H-pyrrolo[2,3-c]pyridine